ONC(=O)C1OC2=CC(=CC=C2CC1)OCC1=CC(=CC=C1)OC N-hydroxy-7-((3-methoxybenzyl)oxy)chromane-2-carboxamide